5-((6-methylpyridin-3-yl)oxy)-4-(4-methylbenzoylamino)thiophene-2-carboxylic acid CC1=CC=C(C=N1)OC1=C(C=C(S1)C(=O)O)NC(C1=CC=C(C=C1)C)=O